(2S,3S)-3-[(ethanesulfonyl)amino]-2-[(3'-fluoro[1,1'-biphenyl]-3-yl)methyl]-N-methoxy-N-methylpyrrolidine-1-carboxamide C(C)S(=O)(=O)N[C@@H]1[C@@H](N(CC1)C(=O)N(C)OC)CC=1C=C(C=CC1)C1=CC(=CC=C1)F